[Li]C1=NN(C(=C1)S(=O)[O-])C1OCCCC1 lithio-1-(oxan-2-yl)-1H-pyrazole-5-sulfinate